tert-butyl (4-(4-amino-2-(2-methoxyethyl)-1H-imidazo[4,5-d]thieno[3,2-b]pyridin-1-yl)butyl)carbamate NC1=C2C(=C3C(=N1)C=CS3)N(C(=N2)CCOC)CCCCNC(OC(C)(C)C)=O